COC1=C(C=C2C(=NC=NC2=C1)NC1=CC=CC=C1)OC1CN(CC1)C(C=C)=O 1-(3-((7-methoxy-4-(phenylamino)quinazolin-6-yl)oxy)pyrrolidin-1-yl)prop-2-en-1-one